C(CCCCCCC\C=C/C\C=C/CCCCC)(=O)OCCC(CCOC(CCC(OCCCC\C=C/CC)OCCCC\C=C/CC)=O)O[Si](C)(C)C(C)(C)C 5-((4,4-bis(((Z)-oct-5-en-1-yl)oxy)butanoyl)oxy)-3-((tert-butyldimethylsilyl)oxy)pentyl (9Z,12Z)-octadeca-9,12-dienoate